piperidin-4-yl 2-nitrobenzenesulfonate [N+](=O)([O-])C1=C(C=CC=C1)S(=O)(=O)OC1CCNCC1